7-(7-(8-ethylnaphthalen-1-yl)-8-fluoro-2-((hexahydro-1H-pyrrolizin-7a-yl)methoxy)pyrido[4,3-d]pyrimidin-4-yl)-1,3,7-triazaspiro[4.5]decane-2,4-dione C(C)C=1C=CC=C2C=CC=C(C12)C1=C(C=2N=C(N=C(C2C=N1)N1CC2(C(NC(N2)=O)=O)CCC1)OCC12CCCN2CCC1)F